COC[C@H]1CCCN1 (3S,5R)-5-(methoxymethyl)pyrrolidin